FC=1C=C(C2=C(CCO2)C1N1CCC(CC1)N(C)C)[N+](=O)[O-] 1-(5-fluoro-7-nitro-2,3-dihydrobenzofuran-4-yl)-N,N-dimethylpiperidin-4-amine